N-{2-[2-(3-phenylpropyl)-7,8-dihydro-6H-indeno[5,4-d][1,3]oxazol-8-yl]ethyl}acetamide C1(=CC=CC=C1)CCCC=1OC2=C(N1)C=CC=1CCC(C12)CCNC(C)=O